5-(O-tolyloxymethyl)-1,3,4-oxadiazol-2(3H)-one C1(=C(C=CC=C1)OCC1=NNC(O1)=O)C